C(C1=CC=CC=C1)OC=1C=C(C=C(C1)C)B(O)O 3-(BENZYLOXY)-5-METHYLPHENYLBORONIC ACID